CC1=C(OC=2C3=C(N=C(N2)NC2=CC=C(C#N)C=C2)CCC3)C(=CC=C1)C 4-((4-(2,6-dimethylphenoxy)-6,7-dihydro-5H-cyclopenta[d]pyrimidin-2-yl)amino)-benzonitrile